tert-butyl 4-cyano-4-(4,5-dichloro-2-methoxyphenyl)piperidine-1-carboxylate C(#N)C1(CCN(CC1)C(=O)OC(C)(C)C)C1=C(C=C(C(=C1)Cl)Cl)OC